6-{4-[1-(Propan-2-yl)piperidin-4-yl]-1,4-diazepan-1-yl}-N-(1,3-thiazol-2-yl)pyridine-2-carboxamide CC(C)N1CCC(CC1)N1CCN(CCC1)C1=CC=CC(=N1)C(=O)NC=1SC=CN1